C1(CC1)[B-](F)(F)F.[K+] potassium cyclopropyltrifluoro-borate